5-[6-(piperidin-4-ylamino)pyridin-3-ylsulfonamido]-1,3-thiazole-4-carboxylic acid N1CCC(CC1)NC1=CC=C(C=N1)S(=O)(=O)NC1=C(N=CS1)C(=O)O